N-((6-(1-(2,2-difluoroethyl)-4-(4-fluoro-phenyl)-1H-imidazol-5-yl)imidazo[1,2-b]pyridazin-3-yl)methyl)acetamide FC(CN1C=NC(=C1C=1C=CC=2N(N1)C(=CN2)CNC(C)=O)C2=CC=C(C=C2)F)F